(S)-3,4-Difluoro-N-methyl-5-(6-(6-(4-methylpiperazin-1-yl)pyridin-3-yl)-5-((tetrahydrofuran-3-yl)oxy)pyrazolo[1,5-a]pyrimidin-3-yl)benzamide FC=1C=C(C(=O)NC)C=C(C1F)C=1C=NN2C1N=C(C(=C2)C=2C=NC(=CC2)N2CCN(CC2)C)O[C@@H]2COCC2